N1=CC(=CC=C1)CCNC([O-])=O N-[2-(3-pyridyl)ethyl]carbamate